naphtho[2,3-d]imidazole-2-thiol N1=C(NC2=C1C=C1C=CC=CC1=C2)S